7-[[5-(4-methylpiperazin-1-yl)-2-pyridyl]amino]-4-(1H-pyrrolo[3,2-c]pyridin-3-yl)isoindolin-1-one CN1CCN(CC1)C=1C=CC(=NC1)NC=1C=CC(=C2CNC(C12)=O)C1=CNC2=C1C=NC=C2